N1N=CC2=CC=C(C=C12)C=CC(=O)N 3-(1H-indazol-6-yl)acrylamide